OC1=NC=2N(C(=C1C1=CC=CC=C1)O)N=C(C2C(=O)OCC)C Ethyl 5,7-dihydroxy-2-methyl-6-phenylpyrazolo[1,5-a]pyrimidine-3-carboxylate